C1(=CC(=CC=C1)NC1=NC(=NC=C1)N)C N4-(m-tolyl)pyrimidine-2,4-diamine